ClC1=CC=C(C(=O)NC2N(C(N(S2)CC2=CC=C(C=C2)Cl)=O)COC(CCC2=CC=CC=C2)=O)C=C1 1-{[5-(4-chlorobenzoylamino)-2-[(4-chlorophenyl)methyl]-3-oxo-1,2,4-thiadiazolidin-4-yl]methoxy}-1-oxo-3-phenylpropane